4-(6-iodo-7-((2-(trimethylsilyl)ethoxy)methyl)-7H-pyrrolo[2,3-d]pyrimidin-4-yl)morpholine IC1=CC2=C(N=CN=C2N2CCOCC2)N1COCC[Si](C)(C)C